C(C=C)OC1=CC=C(C(=C1C1CC2=NN(C(N2C1)=O)C1CCNCC1)Cl)Cl 6-(6-(allyloxy)-2,3-dichlorophenyl)-2-(piperidin-4-yl)-2,5,6,7-tetrahydro-3H-pyrrolo[2,1-c][1,2,4]triazol-3-one